BrC=1C=2N(C=CC1)C(=C(N2)C=O)C=C 8-bromo-3-ethenylimidazo[1,2-a]pyridine-2-carbaldehyde